3,5-dinitro-1-butynylbenzoate [N+](=O)([O-])C=1CC(C(=O)[O-])(C=C(C1)[N+](=O)[O-])C#CCC